CCC(=CC)C 1,2-dimethyl-2-butene